CC(CCC(=O)O)(C)C 4,4-Dimethylpentanoic acid